(1S,2r)-2-((S)-1-((1,3-dioxoisoindolin-2-yl)methyl)-8-(4-oxo-4-(pyrrolidin-1-yl)butoxy)-1,2,3,4-tetrahydroisoquinoline-2-carbonyl)cyclohexane-1-carboxamide O=C1N(C(C2=CC=CC=C12)=O)C[C@H]1N(CCC2=CC=CC(=C12)OCCCC(N1CCCC1)=O)C(=O)[C@H]1[C@H](CCCC1)C(=O)N